SC=1NC2=C(N1)C=CC(=C2)C 2-Mercapto-5-methylbenzimidazole